ClC=1N=C(C2=C(N1)C(=C(N=C2)Cl)F)N2[C@@H]1[C@@H]([C@@H]1CCC2)F 2,7-Dichloro-8-fluoro-4-((1S,6R,7R)-7-fluoro-2-azabicyclo[4.1.0]heptan-2-yl)pyrido[4,3-d]pyrimidine